ethylene glycol Ethyl ether acetate (2-ethoxyacetate) C(C)OCC(=O)O.C(C)(=O)OCCOCC